3-[5-bromo-2-(8-chloro-4-oxo-chromen-2-yl)-4-methyl-phenoxy]-N-methylsulfonyl-cyclobutanecarboxamide BrC=1C(=CC(=C(OC2CC(C2)C(=O)NS(=O)(=O)C)C1)C=1OC2=C(C=CC=C2C(C1)=O)Cl)C